S1C(=NC=C1)C1CC(CC(C1)=O)=O 5-(thiazol-2-yl)cyclohexane-1,3-dione